2,2'-azanediyldipropan-1-ol N(C(CO)C)C(CO)C